Tert-butyl 3-[4-chloro-6-(3-methoxyoxolan-3-yl)pyridin-2-yl]-5-acetamidopyrrolo[2,3-c]pyridine-1-carboxylate ClC1=CC(=NC(=C1)C1(COCC1)OC)C1=CN(C2=CN=C(C=C21)NC(C)=O)C(=O)OC(C)(C)C